3-(Trans-4-(2-((R)-4-(2,3-dichloropyridin-4-yl)-3-methylpiperazin-1-yl)ethyl)cyclohexyl)-1,1-dimethylurea ClC1=NC=CC(=C1Cl)N1[C@@H](CN(CC1)CC[C@@H]1CC[C@H](CC1)NC(N(C)C)=O)C